COC1CCC(CC1)NC(C1=NC(=CC(=C1)C)C1=CN=CS1)=O N-((1r,4r)-4-methoxycyclohexyl)-4-methyl-6-(thiazol-5-yl)picolinamide